1-(3-chloro-6-(3-methoxy-2-(methoxymethyl)propyl)pyrazin-2-yl)piperidine-4-carboxylic acid ethyl ester C(C)OC(=O)C1CCN(CC1)C1=NC(=CN=C1Cl)CC(COC)COC